CC(C)(C)C1=CC=C(C=C1)C1=NC=C(C(=N1)C)C(=O)O 2-[4-(1,1-Dimethylethyl)phenyl]-4-methyl-5-pyrimidinecarboxylic acid